9'-phenyl-9H,9'H-1,4'-bicarbazole C1(=CC=CC=C1)N1C2=CC=CC=C2C=2C(=CC=CC12)C1=CC=CC=2C3=CC=CC=C3NC12